(S)-4-((5-(2,4-difluoro-3-hydroxyphenyl)-1,3,4-thiadiazol-2-yl)methyl)-6-(1-phenylethyl)-4,6-diazaspiro[2.4]heptane-5,7-dione FC1=C(C=CC(=C1O)F)C1=NN=C(S1)CN1C2(CC2)C(N(C1=O)[C@@H](C)C1=CC=CC=C1)=O